2,5-diamino-2-(difluoromethyl)pentanoic acid NC(C(=O)O)(CCCN)C(F)F